C(C)OC=1C=C2C(=CNC2=CC1)CCNC1=NC=CC(=N1)NC1=CC=C2C=C(NC2=C1)C N2-[2-(5-ethoxy-1H-indol-3-yl)ethyl]-N4-(2-methyl-1H-indol-6-yl)pyrimidine-2,4-diamine